C(C1=CC=CC=C1)N1C2=C(OCC1)C=CC(=C2)N(C(=O)NC2=CC=C1C=CNC1=C2)C 1-(4-benzyl-3,4-dihydro-2H-benzo[b][1,4]oxazin-6-yl)-3-(1H-indol-6-yl)-1-methylurea